NC(C1=CC=CC=C1)=C(C(=O)O)C(=O)O aminobenzylidene-malonic acid